[C@@H]12CNC[C@H]2C1CN1CCN(CC1)CC1CCN(CC1)C=1C=C2C(N(C(C2=CC1)=O)C1C(NC(CC1)=O)=O)=O 5-[4-[[4-[[(1s,5r,6s)-3-azabicyclo[3.1.0]hex-6-yl]methyl]piperazin-1-yl]methyl]-1-piperidinyl]-2-(2,6-dioxo-3-piperidinyl)isoindoline-1,3-dione